FC(C=1C=C(C=CC1)CCC(=O)Cl)(F)F 3-(3-(trifluoromethyl)phenyl)propionyl chloride